C(C)(C)=C1CCCCC1(C1CCCCC1)C 6-isopropylidene-1-methyl-bicyclohexane